IC1=NN(C=C1NC(=O)C=1C=NN2C1N=CC=C2)COCC[Si](C)(C)C N-(3-iodo-1-((2-(trimethylsilyl)ethoxy)methyl)-1H-pyrazol-4-yl)pyrazolo[1,5-a]Pyrimidine-3-carboxamide